(S)-1-[2-(Benzo[d]isoxazol-3-yl)phenyl]-2-(5-fluoropyridin-2-yl)ethan-1-amine hydrochloride Cl.O1N=C(C2=C1C=CC=C2)C2=C(C=CC=C2)[C@H](CC2=NC=C(C=C2)F)N